tert-butyl 4-[4-[(3R)-12-[2-(methoxymethoxy)phenyl]-3-methyl-4,8,10,11-tetrazatricyclo[7.4.0.02,7]trideca-1(9),2(7),10,12-tetraen-4-yl]cyclohexyl]piperazine-1-carboxylate COCOC1=C(C=CC=C1)C=1N=NC=2NC=3CCN([C@@H](C3C2C1)C)C1CCC(CC1)N1CCN(CC1)C(=O)OC(C)(C)C